C(C)(C)(C)OC(=O)N(CC#CC1=CC(=C(OCCCC2=C(N=C(S2)NCCCCCO[Si](C)(C)C(C)(C)C)C(=O)OC)C=C1)F)C methyl 5-[3-[4-[3-[tert-butoxycarbonyl(methyl)amino]prop-1-ynyl]-2-fluoro-phenoxy]propyl]-2-[5-[tert-butyl(dimethyl)silyl]oxypentylamino]-1,3-thiazole-4-carboxylate